C(=O)(O)CCN[C@@H](CCCNC(N)=N)C(=O)O carboxyethyl-L-arginine